2-(((3,3-dibutyl-7-methylthio-1,1-dioxido-5-phenyl-2,3,4,5-tetrahydrobenzo[b][1,4]thiazepin-8-yl)methyl)amino)succinic acid C(CCC)C1(CN(C2=C(S(C1)(=O)=O)C=C(C(=C2)SC)CNC(C(=O)O)CC(=O)O)C2=CC=CC=C2)CCCC